N-(1-cyclobutyl-1H-pyrazol-4-yl)-2-(1H-imidazol-1-yl)thiazole-4-carboxamide C1(CCC1)N1N=CC(=C1)NC(=O)C=1N=C(SC1)N1C=NC=C1